Zinc Di-(dimethyl succinyl lysinate) C[C@](N(C(CCC(=O)O)=O)C)(CCCCN)C(=O)[O-].C[C@](N(C(CCC(=O)O)=O)C)(CCCCN)C(=O)[O-].[Zn+2]